BrC1=C2C(=C3C=CC(=NC3=C1Cl)OCC1(N(CC1OC)C)C)COC2 4-Bromo-5-chloro-7-[(3-methoxy-1,2-dimethyl-azetidin-2-yl)methoxy]-1,3-dihydrofuro[3,4-f]quinoline